C(C)(C)(C)OC(=O)N1C[C@@H]([C@H](CC1)C)O.C1(CC1)C=1N=NN(C1)[C@@H](C(=O)N1C(CC(C1)O)C(=O)NC1CS(CC1)=O)C(C)(C)C |&1:9,10| 1-[(2R)-2-(4-cyclopropyl-triazol-1-yl)-3,3-dimethyl-butyryl]-4-hydroxy-N-(1-oxothiolan-3-yl)pyrrolidine-2-carboxamide rac-tert-butyl-(3R,4S)-3-hydroxy-4-methylpiperidine-1-carboxylate